S1C(=CC(=C1)CO)C=1SC(=CC1)C=1SC=CC1 2,2':5',2''-Terthiophene-4-methanol